2-(N-[4-amino-5-[4-[2-oxo-2-[2-(1-piperidyl)ethylamino]ethoxy]benzoyl]thiazol-2-yl]-4-fluoro-anilino)propanamide NC=1N=C(SC1C(C1=CC=C(C=C1)OCC(NCCN1CCCCC1)=O)=O)N(C1=CC=C(C=C1)F)C(C(=O)N)C